3-[(5-Aminopyrazin-2-yl)ethynyl]-4-(difluoromethoxy)benzoic acid NC=1N=CC(=NC1)C#CC=1C=C(C(=O)O)C=CC1OC(F)F